trimethoxy[2-[7-oxabicyclo[4.1.0]heptan-3-yl]ethyl]silane CO[Si](CCC1CC2OC2CC1)(OC)OC